2-(((1,3-dimethoxypropan-2-yl)oxy)methyl)oxirane COCC(COC)OCC1OC1